(3-fluorophenyl)ethanol FC=1C=C(C=CC1)C(C)O